bis[4-acetyloxyphenyl]phenylsulfonium C(C)(=O)OC1=CC=C(C=C1)[S+](C1=CC=CC=C1)C1=CC=C(C=C1)OC(C)=O